2-(6,8-dihydro-5H-imidazo[1,5-a]pyrazin-7-yl)-N-[1-(1H-indol-3-ylmethyl)pentyl]thiazole-5-carboxamide C=1N=CN2C1CN(CC2)C=2SC(=CN2)C(=O)NC(CCCC)CC2=CNC1=CC=CC=C21